C(C=C(C(=O)OCCCCC)CC(=O)OCCCCC)(=O)OCCCCC tri-n-amyl aconitate